2-(4-amino-1H-pyrazol-1-yl)-2-methylpropanenitrile NC=1C=NN(C1)C(C#N)(C)C